C(C)O/C=C/C1=C2C(=NN(C2=CC=C1)C1C(NC(CC1)=O)=O)C (E)-3-(4-(2-ethoxyvinyl)-3-methyl-1H-indazol-1-yl)piperidine-2,6-dione